3-{[1-(4-chloro-3-fluorophenyl)-3-methyl-1H-1,2,4-triazol-5-yl]methyl}-1-{[3-cyclopropyl-1-(quinolin-7-yl)-1H-1,2,4-triazol-5-yl]methyl}urea ClC1=C(C=C(C=C1)N1N=C(N=C1CNC(NCC1=NC(=NN1C1=CC=C2C=CC=NC2=C1)C1CC1)=O)C)F